C(N)(=O)C=1C(=NN(C1)C1(C(CN(CC1)CC1=C(C=CC(=C1)C(F)F)F)F)CC#N)NC(OC)=O methyl N-[4-carbamoyl-1-[4-(cyanomethyl)-1-[[5-(difluoromethyl)-2-fluoro-phenyl]methyl]-3-fluoro-4-piperidyl]pyrazol-3-yl]carbamate